S1C(=CC=C1)CNC(=O)C=1OC(=CC1)[N+](=O)[O-] N2-(2-thienylmethyl)-5-nitro-2-furoamide